(1r,2'R,4R)-4-(3-chloroanilino)-2'-[(2S)-2-{[(pyridin-4-yl)oxy]methyl}butyl]-2',3'-dihydrospiro[cyclohexane-1,1'-indene]-4-carboxylic acid ClC=1C=C(NC2(CCC3([C@@H](CC4=CC=CC=C34)C[C@H](CC)COC3=CC=NC=C3)CC2)C(=O)O)C=CC1